n-eicosyl-dipropyl-sulfonium chloride [Cl-].C(CCCCCCCCCCCCCCCCCCC)[S+](CCC)CCC